(R or S)-((3-bromo-5-((2,2,2-trifluoro-1-(pyridin-3-yl)ethyl)carbamoyl)benzo[b]thiophen-2-yl)difluoromethyl)phosphonic acid BrC=1C2=C(SC1C(F)(F)P(O)(O)=O)C=CC(=C2)C(N[C@@H](C(F)(F)F)C=2C=NC=CC2)=O |o1:19|